O1CCN(CC1)CC1=CC=C(S1)C=1C=C2C(=CNC2=CC1)NC(CC)=O N-(5-(5-(morpholinomethyl)thiophen-2-yl)-1H-indol-3-yl)propanamide